(2-chlorophenyl)-[1-hydroxy-6-(3-methylsulfanylphenyl)-2,3,1-benzodiazaborinin-2-yl]methanone tert-butyl-4-(2-cyano-4-(methoxycarbonyl)benzyl)-1H-pyrazole-1-carboxylate C(C)(C)(C)OC(=O)N1N=CC(=C1)CC1=C(C=C(C=C1)C(=O)OC)C#N.ClC1=C(C=CC=C1)C(=O)N1B(C2=C(C=N1)C=C(C=C2)C2=CC(=CC=C2)SC)O